tert-butyl (2-(3-(1-aminocyclopropyl)-1H-pyrazol-1-yl)-6-methylpyrimidin-4-yl)(4,4-difluoro cyclohexyl)carbamate NC1(CC1)C1=NN(C=C1)C1=NC(=CC(=N1)N(C(OC(C)(C)C)=O)C1CCC(CC1)(F)F)C